1-ethyl-9,10-bis(isobutyryloxy)anthracene C(C)C1=CC=CC2=C(C3=CC=CC=C3C(=C12)OC(C(C)C)=O)OC(C(C)C)=O